C1(CC1)C1=C(C=CC(=C1)F)NC(=N)C1(CCNCC1)C N-(2-cyclopropyl-4-fluorophenyl)-4-methylpiperidine-4-carboximidamide